C(C1=CC(=C(N)C=C1)C)C1=CC(=C(N)C=C1)C 4,4'-Methylene-bis(2-methylaniline)